OCCC(S(=O)(=O)C)N1C(C(=NC(=C1)C1=C2C(=NC=C1)NC=C2)N2[C@@H](COCC2)C)=O 1-(3-hydroxy-1-(methylsulfonyl)propyl)-3-((R)-3-methylmorpholinyl)-5-(1H-pyrrolo[2,3-b]pyridin-4-yl)pyrazin-2(1H)-one